C(CCC(=O)O)(=O)O.C(CCCCC(=O)O)(=O)O adipic Acid Succinate